N1C=CC=C1.C(C)N1C=[N+](C=C1)C 1-ethyl-3-methylimidazolium pyrrole salt